(2S)-2-{2-[2-(tert-butoxy)-2-oxoethyl]-5-chlorobenzenesulfonylamino}-3-(6-fluoro-2,3-dimethylphenyl)butanoic acid methyl ester COC([C@H](C(C)C1=C(C(=CC=C1F)C)C)NS(=O)(=O)C1=C(C=CC(=C1)Cl)CC(=O)OC(C)(C)C)=O